BrC=1C=C(C=CC1)C1(CC2(C1)OCCC2)C2=NN=CN2C 3-((2s,4r)-2-(3-bromophenyl)-5-oxaspiro[3.4]octan-2-yl)-4-methyl-4H-1,2,4-triazole